4-[4-(azetidine-1-carbonyl)-2-methoxyphenyl]-2-[6-(difluoromethoxy)pyridin-3-yl]-2,3-dihydro-1H-pyrrolo[3,4-c]pyridin-1-one N1(CCC1)C(=O)C1=CC(=C(C=C1)C1=NC=CC2=C1CN(C2=O)C=2C=NC(=CC2)OC(F)F)OC